(1-(5-(1,3-dioxolan-2-yl)pyridin-2-yl)-1H-pyrazol-3-yl)methanol O1C(OCC1)C=1C=CC(=NC1)N1N=C(C=C1)CO